NCC1=CC=C(C=C1)COC1=C(C(=NN1C(C1=C(C=CC=C1)Cl)=O)C1N(CCNC1C(F)(F)F)C(=O)N1CC(CC1)O)C#N 5-{[4-(aminomethyl)phenyl]methoxy}-1-(2-chlorobenzoyl)-3-[1-(3-hydroxypyrrolidine-1-carbonyl)-3-(trifluoromethyl)piperazin-2-yl]-1H-pyrazole-4-carbonitrile